C(C(=C)C)(=O)OC(C(O)CO)CCC[SiH2]C(O[Si](C)(C)C)O[Si](C)(C)C bis(trimethylsilyloxy)methylsilylpropyl-glycerol methacrylate